C(#N)C1=C(C=CC=C1)C1=CC=C(C=C1)CN1C(=NC2=C1C(=CC=C2)C(=O)OCC)OCC ethyl 1-[(2'-cyanobiphenyl-4-yl) methyl]-2-ethoxy-1H-benzimidazole-7-carboxylate